2,3,5,6,7,8-hexamethyl-1,4-naphthoquinone CC=1C(C2=C(C(=C(C(=C2C(C1C)=O)C)C)C)C)=O